FC1(CN(CC1)CC1=CC=C(C#N)C=C1)F 4-((3,3-difluoropyrrolidin-1-yl)methyl)benzonitrile